CO[Si](CCCN)(OC)OC (3-(trimethoxysilyl)propyl)amine